(3R)-2-[(5-chloropyridin-2-yl)methyl]-3-(4-fluorophenyl)-3-({1-[hydroxy(2H2)methyl]cyclopropyl}(2H2)methoxy)-6-(2-hydroxypropan-2-yl)-2,3-dihydro-1H-isoindol-1-one ClC=1C=CC(=NC1)CN1C(C2=CC(=CC=C2[C@]1(OC([2H])([2H])C1(CC1)C([2H])([2H])O)C1=CC=C(C=C1)F)C(C)(C)O)=O